FC=1C=C(CN(C(=O)OCC2=C(C=NN2C)C2=CC=C(C(=N2)C)OC2CCCCC2)C)C=CC1 (1S,3S)-3-((6-(5-((((3-Fluorobenzyl)(methyl)carbamoyl)oxy)methyl)-1-methyl-1H-pyrazol-4-yl)-2-methylpyridin-3-yl)oxy)cyclohexan